C(C)O/C=C/C=1C=NC=C(C1)C (E)-3-(2-ethoxyvinyl)-5-methylpyridine